NC1=C2N=CN(C2=NC(=N1)F)[C@H]1C[C@@H]([C@@](O1)(C#C)COP(=O)(OC1=CC=CC=C1)N[C@@H](CC1=CC=CC=C1)C(=O)OCCCCCCCCCCCCC)O Tridecyl ((((2R,3S,5R)-5-(6-amino-2-fluoro-9H-purin-9-yl)-2-ethynyl-3-hydroxytetrahydrofuran-2-yl)methoxy)(phenoxy)-phosphoryl)-L-phenylalaninate